C(C)N1N=CC(=C1)OCC1=CC=C(C=C1)OC 1-ethyl-4-[(4-methoxyphenyl)methoxy]-1H-pyrazole